N-(4-(2-((7-amino-2-(furan-2-yl)-[1,2,4]triazolo[1,5-a][1,3,5]triazin-5-yl)amino)ethyl)-phenyl)isonicotinamide NC1=NC(=NC=2N1N=C(N2)C=2OC=CC2)NCCC2=CC=C(C=C2)NC(C2=CC=NC=C2)=O